1-benzyl-N-[4-methyl-2-(2-morpholinoethyl)-5-oxo-7,8-dihydro-6H-pyrazolo[1,5-a][1,3]diazepin-6-yl]-1,2,4-triazole-3-carboxamide C(C1=CC=CC=C1)N1N=C(N=C1)C(=O)NC1C(N(C=2N(CC1)N=C(C2)CCN2CCOCC2)C)=O